C1(CC1)N1C(=NC2=C(C=C(C=C2C1=O)F)C(C)=N[S@](=O)C(C)(C)C)[C@@H]1OCCCC1 (R)-N-(1-(3-cyclopropyl-6-fluoro-4-oxo-2-((R)-tetrahydro-2H-pyran-2-yl)-3,4-dihydroquinazolin-8-yl)ethylidene)-2-methylpropane-2-sulfinamide